C(#C)C=1C=C(C=CC1)S(=O)(=O)NC=1C=C(C=CC1)C=1N=C(SC1)NC(C)=O N-(4-(3-(3-ethynylphenylsulfonamido)phenyl)thiazol-2-yl)acetamid